2-(4-(5'-(cyclopropylcarbamoyl)-2'-methyl-[1,1'-biphenyl]-4-carbonyl)phenoxy)ethyl (4-(3-((tert-butoxycarbonyl)amino)prop-1-yn-1-yl)phenyl)carbamate C(C)(C)(C)OC(=O)NCC#CC1=CC=C(C=C1)NC(OCCOC1=CC=C(C=C1)C(=O)C1=CC=C(C=C1)C1=C(C=CC(=C1)C(NC1CC1)=O)C)=O